Silver(I) sulfite S(=O)([O-])[O-].[Ag+].[Ag+]